Cl.N[C@H](C(=O)NC1=CC=C2C=NN(C2=C1)C=1C=C(C=CC1)C)CCO (S)-2-amino-4-hydroxy-N-(1-(m-tolyl)-1H-indazol-6-yl)butanamide hydrochloride